pyridine-2,6-bis(carboximidamide)-hydrochloride Cl.N1=C(C=CC=C1C(N)=N)C(N)=N